NC=1C=C(C=C2C=C(N=CC12)NC(=O)[C@@H]1[C@@H]([C@H]1C=1C=NN(C1)C)C)C=1C=NC=CC1C (1R,2R,3R)-N-(8-amino-6-(4-methylpyridin-3-yl)isoquinolin-3-yl)-2-methyl-3-(1-methyl-1H-pyrazol-4-yl)cyclopropanecarboxamide